C(CCCCCCCCCCC)S(CCCCCCCCCCCC)CCOC(C(C(=O)[O-])(CC1=CC(=C(C(=C1)C(C)(C)C)O)C(C)(C)C)CC1=CC(=C(C(=C1)C(C)(C)C)O)C(C)(C)C)=O Didodecylmercaptoethyl-2,2-bis(3,5-di-tert-butyl-4-hydroxy-benzyl)malonat